CN1C=C(C=C(C1=O)C)C=1NC2=CC=C(C=C2C1C(C)C)C1CCN(CC1)CC(=O)NC[C@H](C)O (S)-2-(4-(2-(1,5-dimethyl-6-oxo-1,6-dihydropyridin-3-yl)-3-isopropyl-1H-indol-5-yl)piperidin-1-yl)-N-(2-hydroxypropyl)acetamide